BrC1=C(C[C@H](N)C(=O)O)C=CC=C1 2-bromo-phenylalanine